(2S)-1-{[(3S)-3-(Aminomethyl)-1-hydroxy-1,3-dihydrobenzo[2,1-c][1,2]oxaborol-7-yl]oxy}-3-[(2-methylpropanoyl)oxy]propan-2-yl 2-methylpropanoate hydrochloride Cl.CC(C(=O)O[C@@H](COC1=CC=CC2=C1B(O[C@@H]2CN)O)COC(C(C)C)=O)C